2-[(1R)-1-[3,6-dimethyl-2-(2-methylindazol-5-yl)-4-oxo-chromen-8-yl]ethoxy]benzamide CC1=C(OC2=C(C=C(C=C2C1=O)C)[C@@H](C)OC1=C(C(=O)N)C=CC=C1)C1=CC2=CN(N=C2C=C1)C